C(CCC(=O)C)(=O)[O-].C(CCC(=O)C)(=O)[O-].C(CCC(=O)C)(=O)[O-].[Al+3] aluminum tri(levulinate)